4-formyl-1,2,3-trimethyl-1,4,5,6-tetrahydropyrimidinium C(=O)C1N(C([NH+](CC1)C)C)C